6-(4-chlorophenyl)-2-(3-fluorophenyl)-N-{(1S)-2-hydroxy-1-[(3S)-tetrahydrofuran-3-yl]ethyl}-3-oxo-2,3-dihydropyridazine-4-carboxamide ClC1=CC=C(C=C1)C=1C=C(C(N(N1)C1=CC(=CC=C1)F)=O)C(=O)N[C@H](CO)[C@H]1COCC1